C(#N)CO[C@H]1C[C@H](N(C1=O)C(=O)OC(C)(C)C)C(=O)OC 1-(tert-butyl) 2-methyl (2S,4S)-4-(cyanomethoxy)-5-oxopyrrolidine-1,2-dicarboxylate